CC1C(=O)NC(C1C)=O 2,3-Dimethylsuccinimide